O.CC1=NC=2CCCCC2C2=C1N=C(N2CCO)C dimethyl-6,7,8,9-tetrahydro-1H-imidazo[4,5-c]quinoline-1-ethanol hydrate